({7-[4-(4-Benzo[b]thiophen-4-ylpiperazin-1-yl)butoxy]-4,4-dimethyl-2-oxo-3,4-dihydro-2H-quinolin-1-ylmethoxycarbonyl}-methyl-amino)acetic acid methyl ester COC(CN(C)C(=O)OCN1C(CC(C2=CC=C(C=C12)OCCCCN1CCN(CC1)C1=CC=CC=2SC=CC21)(C)C)=O)=O